C(C)(C)(C)OC(=O)C1=CC(=NC=2N1N=C(C2C#N)NCC2=CC(=CC=C2)Cl)N[C@@H]2CN(CCC2)C(=O)OC(C)(C)C Tert-Butyl (S)-3-(7-(tert-butoxycarbonyl)(3-chlorobenzyl)amino-3-cyanopyrazolo[1,5-a]pyrimidin-5-yl)aminopiperidine-1-carboxylate